ClC=1C2=CN(N=C2C(=C(C1)C1=CC(=C(C=C1)C=O)F)Cl)C(C(=O)OCC)C1=C2N(C=N1)C[C@@H](C2)F ethyl 2-(4,7-dichloro-6-(3-fluoro-4-formylphenyl)-2H-indazol-2-yl)-2-((R)-6-fluoro-6,7-dihydro-5H-pyrrolo[1,2-c]imidazol-1-yl)acetate